ClCC(CCCCl)Cl 1,2,5-trichloropentane